C(C)(C)(C)C=1C=C(N(N1)C1=CC(=C(C=C1)O)Cl)NC(=O)NCC1=C(C=CC=C1)SC=1C=CC=2N(C1)C(=NN2)C2=C(C=CC=C2)SCCO 1-[5-tert-butyl-2-(3-chloro-4-hydroxyphenyl)pyrazol-3-yl]-3-[[2-[[3-[2-(2-hydroxyethylsulfanyl)phenyl]-[1,2,4]triazolo[4,3-a]pyridin-6-yl]sulfanyl]phenyl]methyl]urea